(R)-N1,N5-dibenzyl-2-phenylpentane-1,5-diamine C(C1=CC=CC=C1)NC[C@H](CCCNCC1=CC=CC=C1)C1=CC=CC=C1